ClC=1C(=C(C=CC1)C1=CC=CC=C1)CC=O 2-(3-chloro-[1,1'-biphenyl]-2-yl)acetaldehyde